NC1=NC=NC=2N(C3=C(C=CC=C3C21)C(F)(F)F)CC(=O)O 2-(4-amino-8-(trifluoromethyl)-9H-pyrimido[4,5-b]indol-9-yl)acetic acid